2-(4-(4-(2-(2,6-dioxopiperidin-3-yl)benzyl)piperazin-1-yl)phenyl)-2H-indazole-7-carboxamide O=C1NC(CCC1C1=C(CN2CCN(CC2)C2=CC=C(C=C2)N2N=C3C(=CC=CC3=C2)C(=O)N)C=CC=C1)=O